ClCCCS(=O)(=O)NC1=CC(=C(C=C1)F)Cl 3-chloro-N-(3-chloro-4-fluorophenyl)propane-1-sulfonamide